C(C1=CC=CC=C1)NC=1SC=C(N1)CN1CCOCC1 N-benzyl-4-(morpholinomethyl)thiazol-2-amine